N-allyloxyphthalimide C=CCON1C(=O)C2=CC=CC=C2C1=O